1-Isopropyl-5-(4,4,5,5-tetramethyl-1,3,2-dioxaborolan-2-yl)-1H-indazole C(C)(C)N1N=CC2=CC(=CC=C12)B1OC(C(O1)(C)C)(C)C